O/N=C(\C)/OCC ethyl (1E)-N-hydroxyethanimidate